C(C)N1CCC2(C[C@@H]2C(=O)N[C@@H](CCCCCC(CC)=O)C=2OC(=CN2)C=2C=C3C=CC(N(C3=CC2OC)C)=O)CC1 (S)-6-Ethyl-N-((S)-1-(5-(7-methoxy-1-methyl-2-oxo-1,2-dihydrochinolin-6-yl)oxazol-2-yl)-7-oxononyl)-6-azaspiro[2.5]octan-1-carboxamid